tert-butyl 4-[1-[1-(4-bromophenyl)-1-methyl-ethyl]-4-piperidyl]piperazine-1-carboxylate BrC1=CC=C(C=C1)C(C)(C)N1CCC(CC1)N1CCN(CC1)C(=O)OC(C)(C)C